(3R,5R)-5-(1-(tert-butyl)-5-(3-(methoxymethyl)-1-(trifluoromethyl)-1H-pyrazole-5-carboxamido)-1H-pyrazol-3-yl)tetrahydrofuran-3-yl (1-methylcyclopropyl)carbamate CC1(CC1)NC(O[C@H]1CO[C@H](C1)C1=NN(C(=C1)NC(=O)C1=CC(=NN1C(F)(F)F)COC)C(C)(C)C)=O